tert-butyl (4-cyano-5-(trifluoromethyl)pyridine-2-yl)carbamate C(#N)C1=CC(=NC=C1C(F)(F)F)NC(OC(C)(C)C)=O